(2,2-dimethoxyethyl)-2,3-dimethoxybenzamide COC(CC1=C(C(=C(C(=O)N)C=C1)OC)OC)OC